CCCC=CCCC=CCCCC Tridec-4,8-diene